FCCN1CCC(CC1)[C@@H](C)NC(=O)C1=CC2=CC=CC(=C2C=C1)OC1=CC=C(C=C1)C(F)(F)F (R)-N-(1-(1-(2-fluoroethyl)piperidin-4-yl)ethyl)-5-(4-(trifluoromethyl)phenoxy)-2-naphthamide